methyl 3-((6-fluoro-3-methyl-2-morpholino-4-oxo-3,4-dihydroquinazolin-8-yl)sulfonyl)propanoate FC=1C=C2C(N(C(=NC2=C(C1)S(=O)(=O)CCC(=O)OC)N1CCOCC1)C)=O